3-(7-(8-ethynyl-3-(methoxymethoxy)naphthalen-1-yl)-8-fluoro-2-((tetrahydro-1H-pyrrolizin-7a(5H)-yl)methoxy)pyrido[4,3-d]pyrimidin-4-yl)-3,8-diazabicyclo[3.2.1]oct-6-ene-6-carbonitrile C(#C)C=1C=CC=C2C=C(C=C(C12)C1=C(C=2N=C(N=C(C2C=N1)N1CC2C=C(C(C1)N2)C#N)OCC21CCCN1CCC2)F)OCOC